COC1=NC2=C(N1COCC[Si](C)(C)C)C=C(C=C2)C 2-[(2-methoxy-6-methyl-benzimidazol-1-yl)methoxy]ethyl-trimethyl-silane